N-(2-chloro-5-fluorophenyl)-N-{4-[2-(2-chloro-4-fluorophenyl)acetamido]pyridin-2-yl}acetamide tert-butyl-N-[2-[(2R)-2-hydroxypropoxy]ethyl]-N-methyl-carbamate C(C)(C)(C)OC(N(C)CCOC[C@@H](C)O)=O.ClC1=C(C=C(C=C1)F)N(C(C)=O)C1=NC=CC(=C1)NC(CC1=C(C=C(C=C1)F)Cl)=O